ClC1=CC=C(C=C1)C1=CN(C(N(C1=O)CC(=O)O)=O)C=1C=NN(C1)C 2-(5-(4-chlorophenyl)-3-(1-methyl-1H-pyrazol-4-yl)-2,6-dioxo-3,6-dihydropyrimidin-1(2H)-yl)acetic acid